methyl 2-(6-(3,5-difluoro-6-((2-methyl-2H-indazol-5-yl) methoxy) piperidin-2-yl)-6-azaspiro[2.5]octan-1-yl)-1-((S)-oxetan-2-ylmethyl)-1H-benzo[d]imidazole-6-carboxylate FC1C(NC(C(C1)F)OCC1=CC2=CN(N=C2C=C1)C)N1CCC2(CC2C2=NC3=C(N2C[C@H]2OCC2)C=C(C=C3)C(=O)OC)CC1